C(CCC\C=C/CC)OC(CCC(=O)OCCCCCCN(CCCCCC(=O)OCC(CCCCCCCC)CCCCCC)CCO)OCCCC\C=C/CC 2-hexyldecyl 6-((6-((4,4-bis(((Z)-oct-5-en-1-yl)oxy)butanoyl)oxy)hexyl)(2-hydroxyethyl)amino)hexanoate